2-piperazin-1-yl-5-trifluoromethylpyrimidine hydrochloride Cl.N1(CCNCC1)C1=NC=C(C=N1)C(F)(F)F